[As]([O-])([O-])[O-].[Bi+3] bismuth arsenite